CC1(C(NN2C1OC1=C(C3=C2C=CC(=C3)C#N)C=3C=CC=CC3C=C1)=O)C 8,8-Dimethyl-9-oxo-7a,8,9,10-tetrahydrobenzo[d]naphtho[1,2-f]pyrazolo[5,1-b][1,3]oxazepine-14-carbonitrile